BrC1=CC(=C(C=C1)[C@H](C)N[S@](=O)C(C)(C)C)OC (R)-N-((S)-1-(4-bromo-2-methoxyphenyl)ethyl)-2-methylpropane-2-sulfinamide